(3R,4R)-1-benzyl-N,4-dimethylpiperidine-3-amine hydrochloride Cl.C(C1=CC=CC=C1)N1C[C@@H]([C@@H](CC1)C)NC